tert-butyl 2-(2-(3-amino-4-(2-ethylpiperidin-1-yl)benzamido)-5-fluorophenyl)acetate NC=1C=C(C(=O)NC2=C(C=C(C=C2)F)CC(=O)OC(C)(C)C)C=CC1N1C(CCCC1)CC